N-[4-(3-cyanophenyl)-5-[2-(1-hydroxy-1-methyl-ethyl)-6-methyl-4-pyridinyl]thiazol-2-yl]-2-oxa-6-azaspiro[3.3]heptane-6-carboxamide C(#N)C=1C=C(C=CC1)C=1N=C(SC1C1=CC(=NC(=C1)C)C(C)(C)O)NC(=O)N1CC2(COC2)C1